C(CC#C)NC=1N=NC(=CN1)Cl N-(but-3-yn-1-yl)-6-chloro-1,2,4,4-tetrazin-3-amine